3-(1,1-difluoroethyl)-4-fluorobenzonitrile FC(C)(F)C=1C=C(C#N)C=CC1F